C(C(=C)C)(=O)O.C(C)OCC diethyl ether Methacrylate